iso-nonylstearate C(CCCCCC(C)C)OC(CCCCCCCCCCCCCCCCC)=O